2,4-dichloro-5-(trifluoromethyl)pyrimidine ClC1=NC=C(C(=N1)Cl)C(F)(F)F